1-(6-(Furan-2-yl)chinolin-2-yl)piperidin O1C(=CC=C1)C=1C=C2C=CC(=NC2=CC1)N1CCCCC1